(S)-ethyl 2-(4-((2-chloro-6-fluorophenyl)carbamoyl)-2-fluoro-5-((1,1,1-trifluoropropan-2-yl)oxy)phenyl)-5-cyclopropylthiazole-4-carboxylate ClC1=C(C(=CC=C1)F)NC(=O)C1=CC(=C(C=C1O[C@H](C(F)(F)F)C)C=1SC(=C(N1)C(=O)OCC)C1CC1)F